Acetamidoimidazopyridine C(C)(=O)NC1=NC2=C(C=CC=N2)N1